C(C1=CC=CC=C1)OCCCC=1SC2=C(C(=NC=3C=C(C=CC23)C2=NNC=C2)N)N1 [3-(benzyloxy)propyl]-7-(1H-pyrazol-3-yl)-[1,3]thiazolo[4,5-c]quinolin-4-amine